1-(1H-indol-6-yl)benzene-1,2-diamine N1C=CC2=CC=C(C=C12)C1(C(C=CC=C1)N)N